ethyl 8-fluoro-6-(7-fluoro-2-methyl-indazol-5-yl)imidazo[1,2-a]pyridine-2-carboxylate FC=1C=2N(C=C(C1)C1=CC3=CN(N=C3C(=C1)F)C)C=C(N2)C(=O)OCC